FC1=C(C=C(C(=C1)NCC#CC1=C(C2=C(S1)C(=CC=C2)N[C@H]2[C@H](CN(CC2)C)F)CC(F)(F)F)OC)P(C)(C)=O (2-fluoro-4-((3-(7-(((3S,4R)-3-fluoro-1-methylpiperidin-4-yl)amino)-3-(2,2,2-trifluoroethyl)benzo[b]thiophen-2-yl)prop-2-yn-1-yl)amino)-5-methoxyphenyl)dimethylphosphine oxide